NC1=CC=C(CC2=C3C(=NC(=C2)C)ON=C3N)C=C1 4-(4-aminobenzyl)-6-methylisoxazolo[5,4-b]pyridin-3-amine